N[C@H](C(=O)N[C@@H](CCC(=O)OC)C(=O)N[C@H](C(=O)OC(C)(C)C)CC1=CC=CC=C1)CCCCNC(\C=C\C=1C=NC=CC1)=O methyl (S)-4-((S)-2-amino-6-((E)-3-(pyridin-3-yl)acrylamido)hexanamido)-5-(((S)-1-(tert-butoxy)-1-oxo-3-phenylpropan-2-yl)amino)-5-oxopentanoate